C(C)(C)(C)OC(N(CCC)C1=CC(=C(C=C1)C(C)C)N1C(SCC1=O)=N)=O (3-(2-imino-4-oxothiazolidin-3-yl)-4-isopropylphenyl)(propyl)carbamic acid tert-butyl ester